C(C1=CC=CC=C1)[C@H](NC(CNC(CNC(OCC1C2=CC=CC=C2C=2C=CC=CC12)=O)=O)=O)C(NCC(NCO[C@@H](C(=O)OCC1=CC=CC=C1)CO[Si](C1=CC=CC=C1)(C1=CC=CC=C1)C(C)(C)C)=O)=O Benzyl (11S,19R)-11-benzyl-19-(((tert-butyldiphenylsilyl)oxy)methyl)-1-(9H-fluoren-9-yl)-3,6,9,12,15-pentaoxo-2,18-dioxa-4,7,10,13,16-pentaazaicosan-20-oate